C1(CC1)C1=C(C(=NO1)C1=C(C=NC=C1Cl)Cl)/C=C/C12COC(CC1)(CC2)COC=2C=C(C(=O)O)C=C(C2)C(F)(F)F (E)-3-((4-(2-(5-cyclopropyl-3-(3,5-dichloropyridin-4-yl)isoxazol-4-yl)vinyl)-2-oxabicyclo[2.2.2]oct-1-yl)methoxy)-5-(trifluoromethyl)benzoic acid